6-methyl-2-(methylsulfinyl)-N-(3-phenylpropyl)thieno[2,3-d]pyrimidin-4-amine CC1=CC2=C(N=C(N=C2NCCCC2=CC=CC=C2)S(=O)C)S1